ClC1=C(C(=NN(C1=O)C1=CC2=CN(N=C2C=C1)C)C#CCO)NC(C(F)(F)F)=O N-(5-chloro-3-(3-hydroxyprop-1-yn-1-yl)-1-(2-methyl-2H-indazol-5-yl)-6-oxo-1,6-dihydropyridazin-4-yl)-2,2,2-trifluoroacetamide